O=C1NC(CCC1N1C(N(C2=C1C=CC(=C2)[C@H]2[C@@H](CN(CC2)CC(=O)O)O)CC)=O)=O 2-[(3S,4S)-4-[1-(2,6-dioxo-3-piperidyl)-3-ethyl-2-oxo-benzimidazol-5-yl]-3-hydroxy-1-piperidyl]acetic acid